ClC1=CC2=C(C=N1)C=C(S2)C=2C=NN(C2C2=NC(=CC=C2)C)C2OCCCC2 6-chloro-2-(5-(6-methylpyridin-2-yl)-1-(tetrahydro-2H-pyran-2-yl)-1H-pyrazol-4-yl)thieno[3,2-c]pyridine